N-(5-(2-(trans-2,6-dimethylmorpholino)acetamido)-2-methylpyridin-3-yl)-2-(2-methoxypyridin-3-yl)pyrazolo[5,1-b]thiazole-7-carboxamide C[C@@H]1O[C@H](CN(C1)CC(=O)NC=1C=C(C(=NC1)C)NC(=O)C=1C=NN2C1SC(=C2)C=2C(=NC=CC2)OC)C